C(C1=CC=CC=C1)N([C@@H]1CO[C@@H](OC1)C(=O)N1[C@H](C2=CC=CC=C2CC1)C1=CC=C(C=C1)F)CC1=CC=CC=C1 (cis-5-(dibenzylamino)-1,3-dioxan-2-yl)((S)-1-(4-fluorophenyl)-3,4-dihydroisoquinolin-2(1H)-yl)methanone